tert-butyl 7-(5-hydroxy-4-(hydroxymethyl)pentyl)-3,4-dihydro-1,8-naphthyridine-1(2H)-carboxylate OCC(CCCC1=CC=C2CCCN(C2=N1)C(=O)OC(C)(C)C)CO